OC1=NC=C(C=C1C(=O)O)C(F)(F)F 2-hydroxy-5-(trifluoromethyl)pyridine-3-carboxylic acid